(1R,4r)-4-((R)-1-aminoethyl)-N-(pyridin-4-yl)cyclohexane-1-carboxamide N[C@H](C)C1CCC(CC1)C(=O)NC1=CC=NC=C1